N-[5-[4-[(2,2-dimethylcyclohexyl)carbamoyl]-3,5-difluorophenyl]-4-fluoro-2-[(3R,5S)-3,4,5-trimethylpiperazin-1-yl]phenyl]-6-oxo-4-(trifluoromethyl)-1H-pyridine-3-carboxamide CC1(C(CCCC1)NC(=O)C1=C(C=C(C=C1F)C=1C(=CC(=C(C1)NC(=O)C1=CNC(C=C1C(F)(F)F)=O)N1C[C@H](N([C@H](C1)C)C)C)F)F)C